6-((9H-fluoren-9-yl)methyl) 2-(tert-butyl) (R)-8-(((2S,3R)-3-(benzyloxy)-1-(methylamino)-1-oxobutan-2-yl)carbamoyl)-2,6-diazaspiro[3.4]octane-2,6-dicarboxylate C(C1=CC=CC=C1)O[C@@H]([C@@H](C(=O)NC)NC(=O)[C@H]1CN(CC12CN(C2)C(=O)OC(C)(C)C)C(=O)OCC2C1=CC=CC=C1C=1C=CC=CC21)C